5-Chloro-4-((3-(2,3-dihydrobenzo[b][1,4]dioxin-6-yl)-2-methylbenzyl)oxy)-2-((1-(pyridin-2-yl)-1H-pyrazol-4-yl)methoxy)benzaldehyde ClC=1C(=CC(=C(C=O)C1)OCC=1C=NN(C1)C1=NC=CC=C1)OCC1=C(C(=CC=C1)C1=CC2=C(OCCO2)C=C1)C